COC=1C=CC=C2C=3C=C(C=CC3NC12)C=O 8-methoxy-9H-carbazole-3-carbaldehyde